CC1=CC=CC(=N1)C1=NN(C=C1C1=CC=NC2=CC=CC=C12)C(NC1=CC=CC=C1)=S 3-(6-methyl-2-pyridyl)-N-phenyl-4-(4-quinolinyl)-1H-pyrazol-1-thioamide